ClC1=NN2C(N=CC3=C2[C@@](CN3C(=O)NC=3C=NC(=C(C3)Cl)NC)(C(F)(F)F)C)=C1 (R)-2-chloro-N-(5-chloro-6-(methylamino)pyridin-3-yl)-8-methyl-8-(trifluoromethyl)-7,8-dihydro-6H-pyrazolo[1,5-a]pyrrolo[2,3-e]pyrimidine-6-carboxamide